[Nd].C1(CC1)NC1(CCCC1)CNC(C1=CC=C(C=C1)C#CC1=CC(=NC=C1)C)=O N-((1-(cyclopropylamino)cyclopentyl)methyl)-4-((2-methylpyridin-4-yl)ethynyl)benzamide neodymium